ClC=1C=C(C(=O)NC2=CC=C(C=C2)C2(CCC2)C(NCCC)=O)C=C(C1)F 3-chloro-5-fluoro-N-{4-[1-(propylcarbamoyl)cyclobutyl]phenyl}benzamide